FC(CC=C(C(=O)O[C@H]([C@@H](C1=CC=CC=C1)C1=C(C=CC=C1)F)[C@@H]1NCCC1)F)(C(F)(F)F)F (1R,2S)-2-(2-fluorophenyl)-2-phenyl-1-((R)-pyrrolidin-2-yl)ethan-1-ol 2,2,3,3,3-pentafluoropropyl-α-fluoroacrylate